C1(CC1)C#CC1(NC(NC2=CC=CC=C12)=O)C(F)(F)F 4-(cyclopropylethynyl)-4-(trifluoromethyl)-3,4-dihydroquinazolin-2(1H)-one